Tert-butyl N-[1-[[1-(2,6-dioxo-3-piperidyl)-3-methyl-2-oxo-benzimidazol-5-yl]methyl]-4-piperidyl]carbamate O=C1NC(CCC1N1C(N(C2=C1C=CC(=C2)CN2CCC(CC2)NC(OC(C)(C)C)=O)C)=O)=O